(9H-fluoren-9-ylmethoxycarbonylamino)acetic acid C1=CC=CC=2C3=CC=CC=C3C(C12)COC(=O)NCC(=O)O